1-[1-[4-(difluoromethyl)phenyl]-5-(1-methoxyethyl)pyrazol-3-yl]piperazine FC(C1=CC=C(C=C1)N1N=C(C=C1C(C)OC)N1CCNCC1)F